O=C(NC)COCCOCCOCC(=O)O 3-oxo-5,8,11-trioxa-2-azatridecan-13-oic acid